(R)-2-((R)-2,4-dimethylpiperazin-1-yl)-N-(3-(2-((2-fluoro-3-(methylsulfonyl)phenyl)amino)-5-methylpyrimidin-4-yl)-1H-indol-7-yl)butanamide C[C@H]1N(CCN(C1)C)[C@@H](C(=O)NC=1C=CC=C2C(=CNC12)C1=NC(=NC=C1C)NC1=C(C(=CC=C1)S(=O)(=O)C)F)CC